COC(C1=C(C=C(C=C1OC)Br)OC)=O.C(C)(C)C1=CC(=NC=C1)C1=CC=2C=CC3=CC=CC=C3C2C=C1 4-isopropyl-2-(phenanthren-2-yl)pyridine methyl-4-bromo-2,6-dimethoxy-benzoate